C(CCCCCCC\C=C/CCCCCCC)=O (Z)-9-heptadecenal